FC1=CC=C(\C=C\2/CC3=CC=CC(=C3C2)O)C=C1 (E)-2-(4-fluorobenzylidene)-4-hydroxy-2,3-dihydro-1H-indene